(R)-4-(7-(4-Chloro-3-fluoro-5-(trifluoromethyl)benzoyl)-2-(isopropylamino)-6-methyl-4-oxo-5,6,7,8-tetrahydropyrido[3,4-d]pyrimidin-3(4H)-yl)-N-methylbenzamide ClC1=C(C=C(C(=O)N2CC=3N=C(N(C(C3C[C@H]2C)=O)C2=CC=C(C(=O)NC)C=C2)NC(C)C)C=C1C(F)(F)F)F